FC(N1C2=C(C=3C=CC(=CC13)C1=CC=C(N=N1)N1CCC(CC1)CCN1CCN(CC1)C=1C=C3C(N(C(C3=CC1)=O)C1C(NC(CC1)=O)=O)=O)C=NC=C2)F 5-(4-(2-(1-(6-(5-(difluoromethyl)-5H-pyrido[4,3-b]indol-7-yl)pyridazin-3-yl)piperidin-4-yl)ethyl)piperazin-1-yl)-2-(2,6-dioxopiperidin-3-yl)isoindoline-1,3-dione